2-amino-3-cyano-1H-pyrrole NC=1NC=CC1C#N